C(C(=O)OCCC(CCC1=CC=CC=C1)C)(=O)OCCC(CCC1=CC=CC=C1)C bis(3-methyl-5-phenylpentan-1-yl) oxalate